SC1=C(C#N)C(=CC(=N1)C)C=1SC=CC1 2-mercapto-6-methyl-4-(thiophen-2-yl)nicotinonitrile